3-Fluoro-4-(7-fluoro-1H-pyrrolo[3,2-c]pyridin-4-yl)-N-(cis-4-hydroxy-4-methylcyclohexyl)benzamide FC=1C=C(C(=O)NC2CCC(CC2)(C)O)C=CC1C1=NC=C(C2=C1C=CN2)F